FC1=C(N=CC2=C1N=C(N=C2N2C=C(C=C2)COC)OC[C@]21CCCN1C[C@@H](C2)F)C2=C(C=CC1=CC=CC=C21)O (8-fluoro-2-{[(2R,7aS)-2-fluorotetrahydro-1H-pyrrolizin-7a(5H)yl]methoxy}-4-[3-(methoxymethyl)-1H-pyrrol-1-yl]pyrido[4,3-d]pyrimidin-7-yl)naphthalen-2-ol